OC=1C(=C2CCCC2=C(C1)OCC=1C(=C(C=CC1)C1=CC=CC=C1)C)CN1C2(CC2CCC1)C(=O)O 2-((5-hydroxy-7-((2-methyl-[1,1'-biphenyl]-3-yl)methoxy)-2,3-dihydro-1H-inden-4-yl)methyl)-2-azabicyclo[4.1.0]heptane-1-carboxylic acid